1-(4-fluorophenyl)-2-(methylamino)-6-oxopyrimidine-5-carboxamide FC1=CC=C(C=C1)N1C(=NC=C(C1=O)C(=O)N)NC